NC=1N=CC2=C(N1)N(C=C2)C=2C=CC(=C(C2)C#CC(C)(O)C=2SC=CN2)OCCOC 4-(5-(2-amino-7H-pyrrolo[2,3-d]pyrimidin-7-yl)-2-(2-methoxyethoxy)phenyl)-2-(thiazol-2-yl)but-3-yn-2-ol